CC1=NNC(C1)=O methyl-5(4H)-pyrazolone